3-(4-(5-(difluoromethyl)-1,3,4-oxadiazole-2-yl)benzyl)-5-fluoro-1-(1-(methylsulfonyl)piperidine-4-yl)-1,3-dihydro-2H-benzo[d]imidazole-2-one FC(C1=NN=C(O1)C1=CC=C(CN2C(N(C3=C2C=C(C=C3)F)C3CCN(CC3)S(=O)(=O)C)=O)C=C1)F